The molecule is a dicarboximide having an exo bridged phthalimide structure, substituted at nitrogen by a 4-(quinolin-8-ylcarbamoyl)benzoyl group. It is a weak axin stabilizer, an analogue of IWR-1-endo. It has a role as an axin stabilizer. It is a dicarboximide and a bridged compound. C1[C@@H]2C=C[C@H]1[C@H]3[C@@H]2C(=O)N(C3=O)C4=CC=C(C=C4)C(=O)NC5=CC=CC6=C5N=CC=C6